N1(C=CC=2C1=NC=CC2)C2=NC(=NC=C2)NC=2C(=CC(=C(C2)NC(\C=C\CN(C)C)=O)Cl)OC (E)-N-(5-((4-(1H-pyrrolo[2,3-b]pyridin-1-yl)pyrimidin-2-yl)amino)-2-chloro-4-methoxyphenyl)-4-(dimethylamino)but-2-enamide